(R)-2-(((1S,5S)-8-oxabicyclo[3.2.1]oct-3-yl)oxy)-2-(2-methoxyphenyl)ethan-1-ol [C@@H]12CC(C[C@H](CC1)O2)O[C@@H](CO)C2=C(C=CC=C2)OC